C(C)(=O)N1C=C(C2=CC=C(C=C12)C=1C=NC(=NC1)C)CC(=O)N1[C@@H](C[C@H](C1)F)C(=O)NC=1C(=C(C=CC1)C1=C(C=CC=C1)Cl)F (2S,4R)-1-(2-(1-acetyl-6-(2-methylpyrimidin-5-yl)-1H-indol-3-yl)acetyl)-N-(2'-chloro-2-fluorobiphenyl-3-yl)-4-fluoropyrrolidine-2-carboxamide